N-octadecenyl-2-acetyl-3-(4-methoxybenzyloxy)-pyridin-4-one C(=CCCCCCCCCCCCCCCCC)N1C(=C(C(C=C1)=O)OCC1=CC=C(C=C1)OC)C(C)=O